[N+](=O)([O-])[O-].C(N)(=O)C1=CC=[N+](C=C1)C 4-carbamoyl-1-methylpyridin-1-ium nitrate